BrC=1C=CC(=NC1OC)NC(=S)N 5-bromo-6-methoxypyridin-2-ylthiourea